4-(4-methoxyphenyl)-6-phenyl-2-amino-3-cyanopyridine COC1=CC=C(C=C1)C1=C(C(=NC(=C1)C1=CC=CC=C1)N)C#N